C1(=CC=C(C=C1)SC(=O)C=1C=C2C(N(C(C2=C(C1)F)(OCC1(CC1)O)C1=CC=C(C=C1)Cl)CC1=NC=C(C=C1)Cl)=O)C 1-(4-chlorophenyl)-2-((5-chloropyridin-2-yl)methyl)-7-fluoro-1-((1-hydroxycyclopropyl)methoxy)-3-oxoisoindoline-5-carbothioic acid S-p-tolyl ester